2,7-dimethyl-1,2,3,4-tetrahydro-[1,4]oxazepino[2,3-c]quinolin-6(7H)-one CC1NC2=C(C(N(C=3C=CC=CC23)C)=O)OCC1